CC1=C(C=C(C(=O)NCC2=NC=C3C=CC(=NC3=C2)C2=CC=CC(=N2)N2CC3(CC3)C(CC2)NC(OC(C)(C)C)=O)C=C1)S(=O)(=O)C tert-butyl (5-(6-(7-((4-methyl-3-(methylsulfonyl)benzamido)methyl)-1,6-naphthyridin-2-yl)pyridin-2-yl)-5-azaspiro[2.5]octan-8-yl)carbamate